(R)-N-(5-chloro-3-(4-fluorophenyl)pyrazolo[1,5-a]pyridin-2-yl)-4,4,4-trifluoro-3-hydroxy-3-methylbutanamide ClC1=CC=2N(C=C1)N=C(C2C2=CC=C(C=C2)F)NC(C[C@@](C(F)(F)F)(C)O)=O